(S)-8-chloro-4-((5,6-difluoropyridin-3-yl)amino)-6-(((6-fluoropyridin-3-yl)(1H-1,2,3-triazol-4-yL)methyl)amino)quinoline-3-carbonitrile ClC=1C=C(C=C2C(=C(C=NC12)C#N)NC=1C=NC(=C(C1)F)F)N[C@H](C=1N=NNC1)C=1C=NC(=CC1)F